C(CCCCCCCC)(=O)O.C(C(C)O)O propylene glycol pelargonate